3-chloro-1-methyl-pyrazole-4-carbaldehyde ClC1=NN(C=C1C=O)C